C(C)(C)(C)C=1C=C(C=CC1OC)C(=O)C1=CC=C(C=C1)/C=C/C(=O)OCC1=CC=CC=C1 Benzyl (2E)-3-{4-[(3-tert-butyl-4-methoxyphenyl)carbonyl]phenyl}prop-2-Enoat